4-(3,5-Difluoro-4-(trifluoromethyl)phenyl)butanoic acid FC=1C=C(C=C(C1C(F)(F)F)F)CCCC(=O)O